racemic-tert-butyl (6-(pyridin-4-yl)-1,3,4,5-tetrahydrobenzo[c]oxepin-1-yl)methylcarbamate N1=CC=C(C=C1)C1=CC=CC=2[C@@H](OCCCC21)CNC(OC(C)(C)C)=O |r|